NC=1N=C(SC1C(C1=CC=C(C=C1)OCC(=O)NCC1=C(C=CC=C1)C)=O)N(C1=CC=C(C=C1)F)C(C(=O)N)C (N-[4-Amino-5-[4-[2-(o-tolylmethylamino)-2-oxoethoxy]benzoyl]thiazol-2-yl]-4-fluoroanilino)propanamid